3-(4-methoxybenzyl)-1-(7-(piperazin-1-yl)imidazo[1,2-a]pyridin-3-yl)dihydropyrimidine-2,4(1H,3H)-dione COC1=CC=C(CN2C(N(CCC2=O)C2=CN=C3N2C=CC(=C3)N3CCNCC3)=O)C=C1